FC(OC1=C(C=C(C=C1)C1(CC1)\C=N\C)OC)F (E)-1-[1-[4-(difluoromethoxy)-3-methoxy-phenyl]cyclopropyl]-N-methyl-methanimine